4,5-dichloro-4-methoxypentanenitrile ClC(CCC#N)(CCl)OC